N-(5-bromo-4-fluoro-2-((3R,5S)-3,4,5-trimethylpiperazin-1-yl)phenyl)-6-oxo-4-(trifluoromethyl)-1,6-dihydropyridine-3-carboxamide BrC=1C(=CC(=C(C1)NC(=O)C1=CNC(C=C1C(F)(F)F)=O)N1C[C@H](N([C@H](C1)C)C)C)F